((2R,3R,4R,5S)-1-(2-([1,1'-biphenyl]-4-yl)ethyl)-3,4,5-tris(benzyloxy)piperidin-2-yl)methanol C1(=CC=C(C=C1)CCN1[C@@H]([C@H]([C@@H]([C@H](C1)OCC1=CC=CC=C1)OCC1=CC=CC=C1)OCC1=CC=CC=C1)CO)C1=CC=CC=C1